(S)-3-((7H-purin-6-yl)amino)-1-(4-fluorophenethyl)pyrrolidine-2,5-dione N1=CN=C2N=CNC2=C1N[C@@H]1C(N(C(C1)=O)CCC1=CC=C(C=C1)F)=O